COC(=O)[C@H]1C([C@@H]1\C=C\C)(C)C (1R)-trans-2,2-dimethyl-3-(1E-propenyl)-cyclopropanecarboxylic acid methyl ester